isooctyloxydodecyloxy phosphate P(=O)(OOCCCCCCCCCCCCOCCCCCC(C)C)([O-])[O-]